2-[[4-(2,6-diazaspiro[4.5]decan-2-yl)-3-pyrimidin-5-yl-pyrrolo[2,3-b]pyridin-1-yl]methoxy]ethyl-trimethyl-silane C1N(CCC12NCCCC2)C2=C1C(=NC=C2)N(C=C1C=1C=NC=NC1)COCC[Si](C)(C)C